(1S,2R)-8-Fluoro-2-hydroxy-1,2,3,4-tetrahydronaphthalin-1-yl-carbamat FC=1C=CC=C2CC[C@H]([C@H](C12)NC([O-])=O)O